ClC1=NC(=C2N=C(NC2=N1)C(C)(C)O)N1CCOCC1 2-(2-chloro-6-morpholino-9H-purin-8-yl)propan-2-ol